C(=O)(OCC1C2=CC=CC=C2C2=CC=CC=C12)C1(C(C(=CC=C1)C(CCl)=O)N)N 1-(Fmoc)-3-(2-chloroacetyl)-phenylenediamine